ClC1=CC=C2C(=CNC2=C1C=1OC=CN1)S(=O)(=O)Cl 6-chloro-7-oxazol-2-yl-1H-indole-3-sulfonyl chloride